CC1=CC2=C(NC3=C(N=C2)C=CC=C3)S1 2-methyl-10H-benzo[b]thieno[2,3-e][1,4]diazepine